[Ni](Cl)Cl.C1(=CC=CC=C1)P(CCP(C1=CC=CC=C1)C1=CC=CC=C1)C1=CC=CC=C1 1,2-bis(diphenylphosphino)ethane nickel dichloride